C(N)(OCC(C1=CN=C2N1C=C(C=C2)C2=C(C=C(C=C2)F)OCCC=2C(=NN(C2C)C)C(C)=O)C(C)(C)C)=O (tert-butyl 2-(6-(2-(2-(3-acetyl-1,5-dimethyl-1H-pyrazol-4-yl) ethoxy)-4-fluorophenyl) imidazo[1,2-a]pyridin-3-yl) ethyl) carbamate